OC1CC(CC(C1)NC(OC(C)(C)C)=O)NC(OC(C)(C)C)=O di-tert-butyl (5-hydroxycyclohexane-1,3-diyl)dicarbamate